The molecule is a member of the class of dafachronic acids that is (5alpha)-3-oxocholest-7-ene in which the methyl group at position 26 has been oxidised to the correponding carboxylic acid. Found in Caenorhabditis elegans. It has a role as an animal metabolite. It is a member of dafachronic acids and a 3-oxo Delta(7)-steroid. C[C@H](CCCC(C)C(=O)O)[C@H]1CC[C@@H]2[C@@]1(CC[C@H]3C2=CC[C@@H]4[C@@]3(CCC(=O)C4)C)C